(methyl-d3)magnesium bromide C([2H])([2H])([2H])[Mg]Br